(R)-6-(3-chloro-4-(3-methoxypyrrolidin-1-yl)phenyl)-1-(2-morpholinobenzo[d]thiazol-6-yl)-4-oxo-1,4-dihydropyridine-3-carboxylic acid ethyl ester C(C)OC(=O)C1=CN(C(=CC1=O)C1=CC(=C(C=C1)N1C[C@@H](CC1)OC)Cl)C1=CC2=C(N=C(S2)N2CCOCC2)C=C1